C(C1=CC=CC=C1)OC(=O)N1CC(C(CC1)OC)NC(=O)OC(C)(C)C 3-(tert-butyloxycarbonylamino)-4-methoxypiperidine-1-carboxylic acid benzyl ester